OC[C@@H]1[C@@H](CCC1)NC1=NC(=NC=C1C(=O)N)NC1CCC(CC1)OCC(F)(F)F 4-((1R,2S)-2-(hydroxymethyl)cyclopentylamino)-2-((1r,4R)-4-(2,2,2-trifluoroethoxy)cyclohexylamino)pyrimidine-5-carboxamide